ClC1=CC=C(C=N1)CNCC1=C(C=C(C=C1)F)C 1-(6-Chloropyridin-3-yl)-N-(4-fluoro-2-methylbenzyl)methylamine